6-(t-Butoxycarbonyl)amino-1-aminohexane C(C)(C)(C)OC(=O)NCCCCCCN